C1(C=CC(CC1)C(C)C)(C)O p-menth-2-en-1-ol